3-(5-{[(5-Chlorothiophen-2-yl)methyl]sulfanyl}-1-(3-methoxy-2,2-dimethylpropanoyl)-4-methyl-1H-pyrazol-3-yl)-1-[(3-hydroxypyrrolidin-1-yl)sulfonyl]-4-methylazetidin-2-on ClC1=CC=C(S1)CSC1=C(C(=NN1C(C(COC)(C)C)=O)C1C(N(C1C)S(=O)(=O)N1CC(CC1)O)=O)C